C1(=CC=CC=C1)C1=C(C(=C(C=C1)C=1[Se]C2=C(C1C1=C(C(=CC=3C4=CC=CC=C4CC13)C)C)C=CC=C2)C2=NN=NC=C2)C2=CC=CC=C2 diphenyltriazinyl[(dimethylfluorenyl)benzoselenophenyl]benzene